FC(C=1C(=C(C=CC1)[C@@H](C)NC1=C(C(=NC(=N1)OC)C(C(=O)NC1(COCC1)C(F)(F)F)C)C1OCCO1)F)F 2-(6-(((R)-1-(3-(difluoromethyl)-2-fluorophenyl)ethyl)amino)-5-(1,3-dioxolan-2-yl)-2-methoxypyrimidin-4-yl)-N-(3-(trifluoromethyl)tetrahydrofuran-3-yl)propionamide